[C@H]12CC(C[C@H](CC1)N2)OC2=CC=C(N=N2)C2=C(C=C(C=C2)N2N=C(C=C2)C)O 2-(6-(((1r,3s,5s)-8-azabicyclo[3.2.1]oct-3-yl)oxy)pyridazin-3-yl)-5-(3-methyl-1H-pyrazol-1-yl)phenol